N1=C(C=CC2=NC=CC=C12)C=1C=CN2N=C(N=CC21)NC2CC(C2)(O)C 3-((5-(1,5-naphthyridin-2-yl)pyrrolo[2,1-f][1,2,4]triazin-2-yl)amino)-1-methylcyclobutane-1-ol